CN(CCCC=1C(=CC(N(C1)C(C(=O)OCC)CC(C)C)=O)C(F)(F)F)C ethyl 2-(5-(3-(dimethylamino)propyl)-2-oxo-4-(trifluoromethyl)pyridin-1(2H)-yl)-4-methylpentanoate